Rac-cyclopropyl-[4-(morpholine-2-carbonyl)piperazin-1-yl]methanone tert-butyl-(2R,5S)-5-methyl-2-(1H-pyrazol-4-yl)piperidine-1-carboxylate C(C)(C)(C)OC(=O)N1[C@H](CC[C@@H](C1)C)C=1C=NNC1.C1(CC1)C(=O)N1CCN(CC1)C(=O)[C@H]1CNCCO1 |&1:32|